3,4-Dihydrobenzofuran O1CCC2C1=CC=CC2